C(C)OC(COCCCCCN)=O 2-(5-aminopentyloxy)acetic acid ethyl ester